ONC(=N)C1(CC1)C1=CC=C(C=C1)C(F)(F)F N-hydroxy-1-(4-(trifluoromethyl)phenyl)cyclopropane-1-carboxamidine